3-((S)-3-methyl-1-(6-methylpicolinamido)butyl)-4,5-Dihydroisoxazole-5-carboxamide CC(C[C@H](NC(C1=NC(=CC=C1)C)=O)C1=NOC(C1)C(=O)N)C